ClC1=CC=C2C(=CNC2=C1C1=NC=CC=N1)S(=O)(=O)NC1=NC(=C(C(=N1)OC)OC(F)F)OC 6-chloro-N-[5-(difluoromethoxy)-4,6-dimethoxy-pyrimidin-2-yl]-7-(2-pyrimidyl)-1H-indole-3-sulfonamide